5-[(3S)-2-[1-(5-fluoro-4-methoxy-pyrimidin-2-yl)piperidine-4-carbonyl]isoxazolidin-3-yl]pyridine-3-carbonitrile FC=1C(=NC(=NC1)N1CCC(CC1)C(=O)N1OCC[C@H]1C=1C=C(C=NC1)C#N)OC